2,4,6-tri(4-ethynylphenyl)-1,3,5-triazine C(#C)C1=CC=C(C=C1)C1=NC(=NC(=N1)C1=CC=C(C=C1)C#C)C1=CC=C(C=C1)C#C